tetra-carboxyl-cobalt (II) C(=O)(O)[Co-2](C(=O)O)(C(=O)O)C(=O)O